C1(=CC=CC2=CC=CC=C12)C(=O)[O-].[Sn+4].C1(=CC=CC2=CC=CC=C12)C(=O)[O-].C1(=CC=CC2=CC=CC=C12)C(=O)[O-].C1(=CC=CC2=CC=CC=C12)C(=O)[O-] tin α-naphthoate